2-((5-(7-((1-(cyclopropanecarbonyl)piperidin-4-yl)methyl)-2,7-diazaspiro[3.5]nonan-2-yl)-1,2,4-triazin-6-yl)oxy)-N-ethyl-5-fluoro-N-isopropylbenzamide C1(CC1)C(=O)N1CCC(CC1)CN1CCC2(CN(C2)C=2N=CN=NC2OC2=C(C(=O)N(C(C)C)CC)C=C(C=C2)F)CC1